FC(C(=O)O)(F)F.CN1CCN(CC1)C1=CC=C(C=C1)[C@H]1CC[C@H](CC1)SC=1N=NNC1C(=O)O 4-(((cis)-4-(4-(4-methylpiperazin-1-yl)phenyl)cyclohexyl)thio)-1H-1,2,3-triazole-5-carboxylic acid 2,2,2-trifluoroacetate